ClC1=CC=C(C(=N1)C(=O)O)N[C@H](C)C1=C2N=C(C(=NC2=CC(=C1)C)C#N)N1CC2=CC=CC=C2C1 (R)-6-chloro-3-((1-(2-cyano-3-(isoindolin-2-yl)-7-methylquinoxalin-5-yl)ethyl)amino)picolinic acid